2-chloro-6-(2,6-dichloro-3,5-dimethoxyphenyl)thieno[2,3-d]pyrimidine ClC=1N=CC2=C(N1)SC(=C2)C2=C(C(=CC(=C2Cl)OC)OC)Cl